(2R,3S)-1-chloro-2-(2,4-difluorophenyl)-3-methyl-4-pentyne-2-ol ClC[C@]([C@H](C#C)C)(O)C1=C(C=C(C=C1)F)F